FC(CN1N=C(C2=NC(=CC(=C21)N2CCC1(CCN(C1=O)C)CC2)C2=C(C=NN2C)F)C2=CC=NN2)F 8-(1-(2,2-Difluoroethyl)-5-(4-fluoro-1-methyl-1H-pyrazol-5-yl)-3-(1H-pyrazole-5-yl)-1H-pyrazolo[4,3-b]pyridin-7-yl)-2-methyl-2,8-diazaspiro[4.5]decane-1-one